1-(5-((7-cyano-2,3-dihydrobenzo[b][1,4]dioxin-5-yl)amino)-7-(methylamino)pyrazolo[1,5-a]pyrimidin-3-yl)-3-cyclobutylurea C(#N)C=1C=C(C2=C(OCCO2)C1)NC1=NC=2N(C(=C1)NC)N=CC2NC(=O)NC2CCC2